C1(=CC=CC=C1)C1=C(NC=2C1=NC=CC2)C2=C(C=NC=C2)OCC2N(CCOC2)C(C=C)=O 1-[3-({[4-(3-phenyl-1H-pyrrolo[3,2-b]pyridin-2-yl)pyridin-3-yl]oxy}methyl)morpholin-4-yl]prop-2-en-1-one